BrC1=CC(=CC(=C1)C1(CC1)S(=O)(=O)C)Cl 1-bromo-3-chloro-5-(1-methylsulfonyl-cyclopropyl)benzene